4-hydroxy-N-(2-(propan-2-yn-1-yl)pent-4-yn-1-yl)benzamide OC1=CC=C(C(=O)NCC(CC#C)CC#C)C=C1